C(C)(C)(C)OC(=O)N1C[C@H]([C@@H](CC1)C1=CC=C(C=C1)OC)COC1=NC=CC(=C1)C#N |r| (+/-)-trans-3-{[(4-cyanopyridin-2-yl)oxy]methyl}-4-(4-methoxyphenyl)piperidine-1-carboxylic acid tert-butyl ester